methyl (S,Z)-12-(2-ethoxyphenoxy)octadec-9-enoate C(C)OC1=C(O[C@H](C\C=C/CCCCCCCC(=O)OC)CCCCCC)C=CC=C1